C1(CCCO1)=O (R)-gamma-butyrolactone